ClC=1C=CC(=C(C1)NC(C1=CC(=CC(=C1)C(F)(F)F)C(F)(F)F)=O)O N-(5-chloro-2-hydroxyphenyl)-3,5-bistrifluoromethylbenzamide